C(C)(C)(C)OC(=O)N1C[C@@](CC1)(C)C#CC1=C(C=C2C(=NC=NC2=C1)NC1=C(C(=CC=C1)Cl)F)[N+](=O)[O-] (R)-3-((4-((3-chloro-2-fluorophenyl)amino)-6-nitroquinazolin-7-yl)ethynyl)-3-methylpyrrolidine-1-carboxylic acid tert-butyl ester